6-chloro-N2-(2,2-difluoroethyl)pyridine-2,3-diamine ClC1=CC=C(C(=N1)NCC(F)F)N